FC=1C(=C(C=CC1)N1CN(C(C2=CC(=CC=C12)C(F)(F)F)=O)C1=C(NC(C=C1)=O)C)C 1-(3-fluoro-2-methylphenyl)-3-(2-methyl-6-oxo-1,6-dihydropyridin-3-yl)-6-(trifluoromethyl)-2,3-dihydroquinazolin-4(1H)-one